5-(bicyclo[1.1.1]pentan-1-yl)-8-hydroxy-2-methyl-7-(methylthio)-3-(4,4,4-trifluorobutyl)-2,3,4,5-tetrahydrobenzo[f][1,2,5]thiadiazepine 1,1-dioxide C12(CC(C1)C2)N2CC(N(S(C1=C2C=C(C(=C1)O)SC)(=O)=O)C)CCCC(F)(F)F